FC=1C=C(COC=2C=C(C=CC2NS(=O)(=O)CC)C2=NNC(=C2C(=O)N)NC2=NC=CN=C2)C=CC1F 3-(3-((3,4-difluorobenzyl)oxy)-4-(ethylsulfonamido)phenyl)-5-(pyrazin-2-ylamino)-1H-pyrazole-4-carboxamide